(2-bromo-4-phenoxyphenyl)-7-methoxy-6-(3-morpholinopropoxy)quinazolin-4-amine BrC1=C(C=CC(=C1)OC1=CC=CC=C1)C1=NC2=CC(=C(C=C2C(=N1)N)OCCCN1CCOCC1)OC